C1CNC2=NCCCN2C1 Triazabicyclodecene